1-(4-(2-(3-(4-(tert-butyl)piperazin-1-yl)-5-fluorophenyl)-3-hydroxy-6-methylpyridin-4-yl)-2-chlorophenyl)-3-methyl-1,3-dihydro-2H-imidazol-2-one C(C)(C)(C)N1CCN(CC1)C=1C=C(C=C(C1)F)C1=NC(=CC(=C1O)C1=CC(=C(C=C1)N1C(N(C=C1)C)=O)Cl)C